Adenylic Acid C1=NC(=C2C(=N1)N(C=N2)[C@H]3[C@@H]([C@@H]([C@H](O3)COP(=O)(O)O)O)O)N